C(CCCCC)SC(=S)SC(C(=O)O)C 2-[[(hexylthio)thiocarbonyl]thio]-propionic acid